FC1(CN(CCC1=O)C(=O)OCC[Si](C)(C)C)C 2-(trimethylsilyl)ethyl 3-fluoro-3-methyl-4-oxopiperidine-1-carboxylate